5-[1-(3,5-dichlorophenyl)-7-methoxy-3-[(2S)-2-(trifluoromethyl)piperazine-1-carbonyl]-4,5-dihydrobenzo[g]indazol-8-yl]pyridine-3-carboxamide ClC=1C=C(C=C(C1)Cl)N1N=C(C=2CCC3=C(C12)C=C(C(=C3)OC)C=3C=C(C=NC3)C(=O)N)C(=O)N3[C@@H](CNCC3)C(F)(F)F